5-Methyl-3-(1,4-dihydro-1,4-epoxynaphthalen-6-yl)tetrahydro-1H-pyrrolizine CC1N2C(CCC2=CC1)C=1C=C2C3C=CC(C2=CC1)O3